C(C1CO1)OCCC[Si](O[Si](CCCOCC1CO1)(C)C)(C)C 1,3-Bis(glycidoxypropyl)-tetramethyldisiloxan